C(C)(C)(C)C1N(CCNC1)[C@@H]1COC[C@@H]1O[Si](C1=CC=CC=C1)(C1=CC=CC=C1)C(C)(C)C |o1:10,14| (3R,4R) or (3S,4S)-tert-butyl-1-(4-((tert-butyldiphenylsilyl)oxy)tetrahydrofuran-3-yl)piperazine